(S)-((4-amino-3-((oxetan-2-ylmethyl)amino)phenyl)sulfonyl)carbamic acid tert-butyl ester C(C)(C)(C)OC(NS(=O)(=O)C1=CC(=C(C=C1)N)NC[C@H]1OCC1)=O